1-[(3R*,4R*)-4-(3-methoxyphenyl)tetrahydropyran-3-yl]-N,N-dimethyl-methylamine COC=1C=C(C=CC1)[C@H]1[C@@H](COCC1)CN(C)C |o1:8,9|